C(C)(C)(C)NC1=NC=2N(C(=N1)C=1OC(=CC1)C)N=CC2C(O)C2=C(C=CC=C2)F (2-(tert-butylamino)-4-(5-methylfuran-2-yl)pyrazolo[1,5-a][1,3,5]triazin-8-yl)(2-fluorophenyl)methanol